(S)-N-(7-chloro-6-(4-((3S,4S)-3-ethyl-4-hydroxytetrahydrofuran-3-yl)piperazin-1-yl)isoquinolin-3-yl)-6-oxaspiro[2.5]octane-1-carboxamide ClC1=C(C=C2C=C(N=CC2=C1)NC(=O)[C@H]1CC12CCOCC2)N2CCN(CC2)[C@]2(COC[C@H]2O)CC